CC1=C(C=C(C(=N1)C(=O)OCC)C1=CC=CC=C1)C(=O)[O-] 2-ethyl 6-methyl-3-phenylpyridine-2,5-dicarboxylate